CC1=C(OCCN2CCN(CC2)C)C(=CC(=C1)C)CC1=CC=NC=C1 1-(2-(2,4-dimethyl-6-(pyridin-4-ylmethyl)phenoxy)ethyl)-4-methylpiperazine